2-N-(2-((1r,4r)-4-formylcyclohexyl)-6-methoxy-2H-indazol-5-yl)pyridazine-3-carboxamide C(=O)C1CCC(CC1)N1N=C2C=C(C(=CC2=C1)N1NC=CC=C1C(=O)N)OC